5-(((Trans-3-(3-cyclopropyl-4-(6-(dimethylamino)-5-fluoropyridin-2-yl)-1H-pyrazol-1-yl)cyclobutyl)methyl)amino)-2-(2,6-dioxopiperidin-3-yl)isoindoline-1,3-dione C1(CC1)C1=NN(C=C1C1=NC(=C(C=C1)F)N(C)C)[C@@H]1C[C@H](C1)CNC=1C=C2C(N(C(C2=CC1)=O)C1C(NC(CC1)=O)=O)=O